C(N)(=O)C=1N=CC(=NC1NC1=CC=C(C=C1)S(=O)(=O)C)N1C[C@@H](CCC1)NC(OCCCCCCCOC=1C=C2C(N(C(C2=CC1)=O)C1C(NC(CC1)=O)=O)=O)=O 7-((2-(2,6-dioxopiperidin-3-yl)-1,3-dioxoisoindolin-5-yl)oxy)heptyl ((R)-1-(5-carbamoyl-6-((4-(methylsulfonyl)phenyl)amino)pyrazin-2-yl)piperidin-3-yl)carbamate